COC(=O)C=1C(=C(SC1)NN)C(=O)OCC 2-hydrazinothiophene-3,4-dicarboxylic acid 3-ethyl 4-methyl ester